COC=1C=C(C=C(C1)OC)C=1C(=NC2=CC(=NC=C2C1)NCCCN1CCN(CC1)C)N 3-(3,5-Dimethoxyphenyl)-7-N-[3-(4-methylpiperazin-1-yl)propyl]-1,6-naphthyridine-2,7-diamine